OCC(C1=CC(=CC=C1)OC)NC(C)=O N-[2-hydroxy-1-(3-methoxyphenyl)ethyl]Acetamide